COC1=C(C=CC(=N1)N1C(C2(CC1)NC1=CC=CC=C1C2)=O)C=2C=NNC2 (6-methoxy-5-(1H-pyrazol-4-yl)pyridin-2-yl)spiro[indoline-2,3'-pyrrolidine]-2'-one